4-((2-(N,N-dimethyl-aminosulfonyl)phenyl)amino)-6-((6-fluoropyridin-2-yl)amino)-N-methoxynicotinamide CN(S(=O)(=O)C1=C(C=CC=C1)NC1=CC(=NC=C1C(=O)NOC)NC1=NC(=CC=C1)F)C